S(=O)(=O)(ON1[C@@H]2CC[C@H](N(C1=O)C2)CCl)O (2S,5R)-2-(chloromethyl)-7-oxo-1,6-diazabicyclo[3.2.1]octan-6-yl hydrogen sulfate